1-(3-(3-(1H-pyrazol-1-yl)quinoxaline-6-carbonyl)-2,4-difluorophenyl)-3-(3-fluorophenyl)urea N1(N=CC=C1)C=1C=NC2=CC=C(C=C2N1)C(=O)C=1C(=C(C=CC1F)NC(=O)NC1=CC(=CC=C1)F)F